C(C(C)(C)C)(=O)OCN1N=NC(=C1)[C@H](C=1C=NC(=CC1)C)NC=1C=C2C(=C(C=NC2=C(C1)Cl)C#N)NC1=CC(=C(C=C1)F)Cl (S)-(4-(((8-chloro-4-((3-chloro-4-fluorophenyl)amino)-3-cyanoquinolin-6-yl)amino)(6-methylpyridin-3-yl)methyl)-1H-1,2,3-triazol-1-yl)methyl pivalate